1,2-dihydrophenalene-1,3-dione C1(CC(C2=CC=CC3=CC=CC1=C23)=O)=O